tert-butyl 4-(4-methoxybenzyl)-3-oxopiperazine-1-carboxylate COC1=CC=C(CN2C(CN(CC2)C(=O)OC(C)(C)C)=O)C=C1